1-(2,2-bis(4-chlorophenyl)vinyl)tetrahydro-1H-thiophen-1-ium triflate [O-]S(=O)(=O)C(F)(F)F.ClC1=CC=C(C=C1)C(=C[S+]1CCCC1)C1=CC=C(C=C1)Cl